3-Bromo-5-cyclopropyl-6-methylpyridin-2-amine BrC=1C(=NC(=C(C1)C1CC1)C)N